pentakis(pentamethylcyclopentadienyl)tribenzylzirconium CC1=C(C(=C(C1(C)C1=C(C(=C(C(=C1C[Zr](CC1=CC=CC=C1)CC1=CC=CC=C1)C1(C(=C(C(=C1C)C)C)C)C)C1(C(=C(C(=C1C)C)C)C)C)C1(C(=C(C(=C1C)C)C)C)C)C1(C(=C(C(=C1C)C)C)C)C)C)C)C